BrC1=CC2=C(C=N1)N=C(N2)C2=CC(=CN2COCC[Si](C)(C)C)C(=O)C2=C(C=CC=C2)C(F)(F)F (5-(6-bromo-1H-imidazo[4,5-c]pyridin-2-yl)-1-((2-(trimethylsilyl)ethoxy)methyl)-1H-pyrrol-3-yl)(2-(trifluoromethyl)phenyl)methanone